C1(CC1)N1N=CC(=C1)C=1C=CC=2N(C1)N=CC2C2=CC=C(C#N)C=C2 4-(6-(1-cyclopropyl-1H-pyrazol-4-yl)pyrazolo[1,5-a]pyridin-3-yl)benzonitrile